ClC=1C=C(OCC(=O)Cl)C=CC1Cl 2-(3,4-dichlorophenoxy)acetyl chloride